5-(4-Methyl-6-{[(3R)-1-methylpiperidin-3-yl]amino}pyridazin-3-yl)-1-benzothiophen-4-ol CC1=C(N=NC(=C1)N[C@H]1CN(CCC1)C)C1=CC=C2C(C=CS2)=C1O